(9aR,10S)-10-((R)-(2,3-difluorophenyl)(3-(trifluoromethyl)phenyl)methyl)-4-hydroxy-8,9,9a,10-tetrahydro-7H-pyrrolo[1',2':4,5]pyrazino[1,2-b]pyridazine-3,5-dione FC1=C(C=CC=C1F)[C@H]([C@H]1[C@@H]2N(C(C=3N1N=CC(C3O)=O)=O)CCC2)C2=CC(=CC=C2)C(F)(F)F